ClC=1C(=C(C=CC1)C1(CN(C1)C(\C=C\CN(C)C)=O)NC1=CC=C2C=CN(C(C2=C1)=O)CC(F)(F)F)C (E)-7-((3-(3-Chloro-2-methylphenyl)-1-(4-(dimethylamino)but-2-enoyl)azetidin-3-yl)amino)-2-(2,2,2-trifluoroethyl)isoquinolin-1(2H)-one